(S)-1-(1-(3-bromo-5-fluorophenyl)-2-hydroxyethyl)-4-(3-(6-ethoxypyridin-3-yl)-1H-pyrazolo[3,4-b]pyridin-5-yl)pyridin-2(1H)-one BrC=1C=C(C=C(C1)F)[C@@H](CO)N1C(C=C(C=C1)C=1C=C2C(=NC1)NN=C2C=2C=NC(=CC2)OCC)=O